3-(2-methoxyphenyl)-5-isoxazolemethanol COC1=C(C=CC=C1)C1=NOC(=C1)CO